(R)-5-(trifluoromethyl)morpholin-3-one FC([C@H]1COCC(N1)=O)(F)F